methyl (R)-2-chloro-4-(5-(1-(2,2-difluorocyclopropyl)-3-(trifluoromethyl)-1H-pyrazol-4-yl)-1-methyl-1H-imidazole-2-carboxamido)benzoate ClC1=C(C(=O)OC)C=CC(=C1)NC(=O)C=1N(C(=CN1)C=1C(=NN(C1)[C@H]1C(C1)(F)F)C(F)(F)F)C